F[C@@H]1COCC[C@@H]1NC1=NN2C=NC(=C(C2=N1)OC(C)C)C=1C=NNC1 N-((3S,4S)-3-Fluorotetrahydro-2H-pyran-4-yl)-8-isopropoxy-7-(1H-pyrazol-4-yl)-[1,2,4]triazolo[1,5-c]pyrimidin-2-amine